CNC(=O)C1CCS(CC1)(=O)=O N-methyl-1,1-dioxo-thiane-4-carboxamide